Diphenylmethylene(cyclopentadienyl)(2,7-di-tert-butylfluoren-9-yl)hafnium C1(=CC=CC=C1)C(C1=CC=CC=C1)=[Hf](C1C2=CC(=CC=C2C=2C=CC(=CC12)C(C)(C)C)C(C)(C)C)C1C=CC=C1